6-[(2-Aminoethyl)amino]-N-(pyridin-4-yl)pyridine-2-carboxamide NCCNC1=CC=CC(=N1)C(=O)NC1=CC=NC=C1